Methyl (2E)-3-{5-fluoro-2-[(triphenylphosphoranylidene)amino]phenyl}propenoate FC=1C=CC(=C(C1)/C=C/C(=O)OC)N=P(C1=CC=CC=C1)(C1=CC=CC=C1)C1=CC=CC=C1